tert-butyl (S)-(1-(3-(4-chloro-3-((4-methoxybenzyl)amino)-1-methyl-1H-indazol-7-yl)-7-morpholino-4-oxo-3,4-dihydroquinazolin-2-yl)-2-(3,5-difluorophenyl)ethyl)carbamate ClC1=C2C(=NN(C2=C(C=C1)N1C(=NC2=CC(=CC=C2C1=O)N1CCOCC1)[C@H](CC1=CC(=CC(=C1)F)F)NC(OC(C)(C)C)=O)C)NCC1=CC=C(C=C1)OC